1-(2-Bromothiazol-4-yl)cyclopropane-1-carboxylic acid ethyl ester C(C)OC(=O)C1(CC1)C=1N=C(SC1)Br